BrCCCC(C(=O)OC)(C)C methyl 5-bromo-2,2-dimethylvalerate